C(C)OC(C(C(C)=O)C1=CC=C(C=C1)Cl)=O 2-(4-chlorophenyl)-3-oxobutanoic acid ethyl ester